1-Methyl-3-(2-(5-oxo-2-((pyridin-3-ylmethyl)amino)-5,7-dihydro-6H-pyrrolo[3,4-b]pyridin-6-yl)ethyl)urea CNC(=O)NCCN1CC2=NC(=CC=C2C1=O)NCC=1C=NC=CC1